2,2-bis[4-(4-carboxyphenoxy)phenyl]propane C(=O)(O)C1=CC=C(OC2=CC=C(C=C2)C(C)(C)C2=CC=C(C=C2)OC2=CC=C(C=C2)C(=O)O)C=C1